O=C1NC(CCC1N1C(C2=CC=C(C=C2C1=O)N1CCC(CC1)CCC1(C(=O)N)CC=C(C(=O)NC2=CC3=C(NC(=N3)CN3[C@H](CCC3)C)C=C2)C=C1)=O)=O 1-(2-(1-(2-(2,6-dioxopiperidin-3-yl)-1,3-dioxoisoindolin-5-yl)piperidin-4-yl)ethyl)-N4-(2-(((S)-2-methylpyrrolidin-1-yl)methyl)-1H-benzo[d]imidazol-5-yl)terephthalamide